(Z)-2-(5-(2-bromobenzylidene)-2,4-dioxothiazolidin-3-yl)-N-(4-methyl-2-oxo-2H-chromen-7-yl)acetamide BrC1=C(\C=C/2\C(N(C(S2)=O)CC(=O)NC2=CC=C3C(=CC(OC3=C2)=O)C)=O)C=CC=C1